The molecule is an organochlorine compound that is the 3'-hydroxylated metabolite of diclofenac. It has a role as a drug metabolite and an allergen. It is a dichlorobenzene, a monocarboxylic acid, a member of phenols and a secondary amino compound. It derives from a diclofenac. C1=CC=C(C(=C1)CC(=O)O)NC2=C(C=CC(=C2Cl)O)Cl